FC=1C=C2C(C(COC2=CC1C1=CC(=CC=C1)C(C)C)(C)C)NC(O[C@@H]1CN2CCC1CC2)=O (S)-quinuclidin-3-yl (6-fluoro-7-(3-isopropylphenyl)-3,3-dimethylchroman-4-yl)carbamate